1,1,1,3,3,3-hexafluoro-propan-2-yl (±)-1-((pyridin-3-ylmethyl)carbamoyl)-6-aza-spiro[2.5]octane-6-carboxylate N1=CC(=CC=C1)CNC(=O)[C@@H]1CC12CCN(CC2)C(=O)OC(C(F)(F)F)C(F)(F)F |r|